OC1=C(C=C(C(=C1)OCCC)C)C1=NC(=NC(=N1)C1=C(C=C(C=C1)C(C)(C)C)C(C)(C)C)C1=C(C=C(C=C1)C(C)(C)C)C(C)(C)C 2-(2-hydroxy-4-propoxy-5-methylphenyl)-4,6-bis(2,4-di-tertiary-butylphenyl)-s-triazine